[Ni](Cl)Cl.CC(C)(C)C1=CC(=NC=C1)C1=NC=CC(=C1)C(C)(C)C [4,4'-bis(1,1-dimethylethyl)-2,2'-bipyridine] nickel(II) dichloride